(S)-4-Amino-N-[(1-ethyl-2-pyrrolidinyl)methyl]-5-(ethylsulfonyl)-2-methoxybenzamide NC1=CC(=C(C(=O)NC[C@H]2N(CCC2)CC)C=C1S(=O)(=O)CC)OC